methyltaurine ammonium salt [NH4+].CNCCS(=O)(=O)[O-]